(3Z)-5-bromo-3-(dimethylaminomethylene)-4-fluoro-isobenzofuran-1-one BrC=1C(=C2/C(/OC(C2=CC1)=O)=C/N(C)C)F